O1CCOC12C(CN(CC2)C(=O)OCC2=CC=CC=C2)C(=O)OC 8-benzyl 6-methyl 1,4-dioxa-8-azaspiro[4.5]decane-6,8-dicarboxylate